N[C@@H]1[C@@H](CCC1)CCC(=O)O 3-((1S,2S)-2-aminocyclopentyl)propanoic acid